F[P-](F)(F)(F)(F)F.CN(C)[C+](N(C)C)N1N=[N+](C2=C1C=CC=C2)[O-] [Bis(dimethylamino)methyliumyl]-3H-benzotriazol-1-oxide hexafluorophosphate